i-propyl-tri-n-propoxysilane methyl-2-benzyl-6-(2-chloro-4-methylphenyl)-1H-benzo[d]imidazole-4-carboxylate COC(=O)C1=CC(=CC=2NC(=NC21)CC2=CC=CC=C2)C2=C(C=C(C=C2)C)Cl.C(C)(C)[Si](OCCC)(OCCC)OCCC